C1(=CC=CC=C1)NC1=CC=C(C=C1)C1=CC2=C(N=C(O2)C2=CC=CC=C2)C=C1 N-phenyl-N-{4-(2-phenyl-benzooxazole-6-yl)-phenyl}-amine